glycolic acid, anhydride C(CO)(=O)OC(CO)=O